2-(3'-tert-butyl-2'-hydroxy-5'-methylphenyl)-5-chloro-benzotriazole C(C)(C)(C)C=1C(=C(C=C(C1)C)N1N=C2C(=N1)C=CC(=C2)Cl)O